1-(4,6-dimethyl-2-pyrimidinyl)-4-piperidinamine CC1=NC(=NC(=C1)C)N1CCC(CC1)N